COC1=C(C=C2C3=C(C(OC2=C1)(C)C)C=C(C(=C3)C)N(C(OC(C)(C)C)=O)C)C tert-butyl (3-methoxy-2,6,6,9-tetramethyl-6H-benzo[c]chromen-8-yl)(methyl)carbamate